6-acrylamido-N-(3-chloro-4-fluorophenyl)-7-(3-morpholinylpropoxy)quinazolin-4-amine C(C=C)(=O)NC=1C=C2C(=NC=NC2=CC1OCCCN1CCOCC1)NC1=CC(=C(C=C1)F)Cl